((1s,3s)-3-Hydroxy-3-methylcyclobutyl)(6-(3-methyl-4-(trifluoromethyl)benzyl)-2-azaspiro[3.3]heptan-2-yl)methanon OC1(CC(C1)C(=O)N1CC2(C1)CC(C2)CC2=CC(=C(C=C2)C(F)(F)F)C)C